O1C(=CC=C1)C(CNC1=CC(=NC=2N1N=CN2)C)N2CCCCC2 N-[2-(2-furanyl)-2-(1-piperidinyl)ethyl]-5-methyl[1,2,4]triazolo[1,5-a]pyrimidin-7-amine